1-(1-(4-((5-Chloro-2-fluorophenyl)amino)pyrido[3,2-d]pyrimidin-6-yl)hexahydropyrrolo[3,4-b]pyrrol-5(1H)-yl)prop-2-en-1-one ClC=1C=CC(=C(C1)NC=1C2=C(N=CN1)C=CC(=N2)N2C1C(CC2)CN(C1)C(C=C)=O)F